(5-chloro-2-((1-cyclopropyl-1H-pyrazol-4-yl)amino)pyrimidin-4-yl)-N-(cyanomethyl)pyridine ClC=1C(=NC(=NC1)NC=1C=NN(C1)C1CC1)C1N(C=CC=C1)CC#N